C(C)(C)(C)OC(=O)N1C(COCC1)C1=C(C=CC=C1)C=O (2-formylphenyl)morpholine-4-carboxylic acid tert-butyl ester